C(C)(C)(C)OC(=O)N1C[C@H](C(CC1)(F)F)NC=1C2=C(N=CN1)C(=CC(=N2)C2=CC=C(C=C2)CCl)C(N)=O (3R)-3-([8-carbamoyl-6-[4-(chloromethyl)phenyl]pyrido[3,2-d]pyrimidin-4-yl]amino)-4,4-difluoropiperidine-1-carboxylic acid tert-butyl ester